C(CCCC)(=O)O[C@H]1CC[C@@H]2[C@@]1(CC[C@@H]1[C@]3(CCC=4N=C(SC4C3=CC[C@@H]21)NC(C)=O)C)C (5aR,5bS,7aS,8S,10aS,10bR)-2-acetamido-5a,7a-dimethyl-5,5a,5b,6,7,7a,8,9,10,10a,10b,11-dodecahydro-4H-cyclopenta[7,8]phenanthro[2,1-d]thiazol-8-yl pentanoate